C(#N)C(CNC=1C(=CC=C2C=CC(=CC12)C1=CC=CC(=N1)C(=O)O)OC)=C 6-(8-((2-cyanoallyl)amino)-7-methoxynaphthalen-2-yl)picolinic acid